FC(OC1=NC=CC(=C1)CNC(=O)NC1CC2(C1)CCC2)F 1-[[2-(difluoromethoxy)pyridin-4-yl]methyl]-3-spiro[3.3]heptan-2-ylurea